CC1(C(CC1)C1=CC(=NO1)N)C 5-(2,2-Dimethylcyclobutyl)isoxazol-3-amine